4-methoxyphenyl (2-((2-(2-methoxy-7-methylquinoxalin-5-yl)-7-methylthiazolo[5,4-b]pyridin-5-yl)oxy)ethyl)carbamate COC1=NC2=CC(=CC(=C2N=C1)C=1SC2=NC(=CC(=C2N1)C)OCCNC(OC1=CC=C(C=C1)OC)=O)C